FC=1C(=NC=C(C1)F)CN1N=C2N([C@@H](CCC2)C(=O)N2C[C@H]([C@H](C2)F)F)C1=O (5S)-2-[(3,5-Difluoropyridin-2-yl)methyl]-5-{[(3R,4S)-3,4-difluoropyrrolidin-1-yl]carbonyl}-5,6,7,8-tetrahydro[1,2,4]triazolo[4,3-a]pyridin-3(2H)-on